CC1=CC=2N(N=C1N1CC=3C=C(C=NC3CC1)C1=CN=CS1)C=NN2 5-[6-(7-methyl-[1,2,4]triazolo[4,3-b]pyridazin-6-yl)-7,8-dihydro-5H-1,6-naphthyridin-3-yl]thiazole